N1=C(NCC2=CC=CC=C12)SCC1=CSC2=NC3=CC=CC(=C3CN21)F 3-(((3,4-dihydroquinazolin-2-yl)thio)methyl)-6-fluoro-5H-thiazolo[2,3-b]quinazoline